benzyl 2-(4-cyclopropyl-2-fluoro-anilino)-2-[4-(trifluoromethyl)-3-pyridyl]acetate C1(CC1)C1=CC(=C(NC(C(=O)OCC2=CC=CC=C2)C=2C=NC=CC2C(F)(F)F)C=C1)F